ClC=1C(=CC(=NC1)[N+](=O)[O-])C=1C=C2CCN(CC2=CC1)C(=O)OC(C)(C)C tert-butyl 6-(5-chloro-2-nitropyridin-4-yl)-3,4-dihydroisoquinoline-2(1H)-carboxylate